COCCN(C(=O)[C@@H]1CN(CC[C@H]1NC(=O)C1=NOC(=C1)C1=C(C=C(C=C1)F)F)C1CCCCC1)C (3R,4R)-1-cyclohexyl-4-{[5-(2,4-difluoro-phenyl)-isoxazole-3-carbonyl]-amino}-piperidine-3-carboxylic acid (2-methoxy-ethyl)-methyl-amide